ClC=1C=C(C=CC2=NC=3N(C(N(C)C(C3N2C)=O)=O)C)C=CC1 8-(3-Chlorostyryl)caffeine